2-(2-((2-Cyclopropyl-4-(4-methylpiperazin-1-yl)phenyl)amino)-5-(trifluoromethyl)pyrimidin-4-yl)-6,7-dihydrothieno[3,2-c]pyridin-4(5H)-one C1(CC1)C1=C(C=CC(=C1)N1CCN(CC1)C)NC1=NC=C(C(=N1)C1=CC=2C(NCCC2S1)=O)C(F)(F)F